CC1=C(C(CC1)=O)C(C)=CCC=C(CC)C 3-Methyl-2-(6-methylocta-2,5-dien-2-yl)cyclopent-2-en-1-one